methyl 4-(4-(((oxazol-5-ylmethoxy)carbonyl)amino)benzyl)piperidine-1-carboxylate O1C=NC=C1COC(=O)NC1=CC=C(CC2CCN(CC2)C(=O)OC)C=C1